4-methyl-N-(3-morpholinoquinoxalin-2-yl)benzenesulfonamide CC1=CC=C(C=C1)S(=O)(=O)NC1=NC2=CC=CC=C2N=C1N1CCOCC1